ClC=1C=NN(C(C1Cl)=O)CC(=O)NC1=CC(=C(C=C1)C(F)F)S(N(C)C)(=O)=O 2-(4,5-dichloro-6-oxopyridazin-1(6H)-yl)-N-(4-(difluoromethyl)-3-(N,N-dimethylsulfamoyl)phenyl)acetamide